CC1=NN2C(C(N(C3=C2C=CN=C3NC3=CC=NC=C3C(=O)NC([2H])([2H])[2H])C)([2H])[2H])=C1 4-((2,5-dimethyl-4,5-dihydropyrazolo[1,5-a]pyrido[3,4-e]pyrazin-6-yl-4,4-d2)amino)-N-(methyl-d3)nicotinamide